N1=NN=C(C2=C1C=CC=C2)N 1,2,3-benzotriazin-4-amine